C(C)(=O)N1CCC(CC1)OCC1CN(CCC1)C(=O)OC(C)(C)C tert-butyl 3-(((1-acetylpiperidin-4-yl)oxy)methyl)piperidine-1-carboxylate